CN1CC(OB(OC(C1)=O)[C@H]1[C@@H](C1)C(F)(F)F)=O trans-6-methyl-2-[2-(trifluoromethyl)cyclopropyl]-1,3,6,2-dioxazaborocane-4,8-dione